ClC=1C=NN2C1C(NC1=CC(=C(C=C21)C)CN2CC(C(=CC2)C=2C=NC(=CC2)C(=O)NC)C)=O 1'-((3-chloro-8-methyl-4-oxo-4,5-dihydropyrazolo[1,5-a]quinoxalin-7-yl)methyl)-N,3'-dimethyl-1',2',3',6'-tetrahydro-[3,4'-bipyridine]-6-carboxamide